(2S)-N-[(R) or (S)-(4-cyclopropyl-3-fluorophenyl)(2-oxo-2,3-dihydro-1,3-benzoxazol-7-yl)methyl]-1-(2-acetamidoacetyl)pyrrolidine-2-carboxamide C1(CC1)C1=C(C=C(C=C1)[C@@H](NC(=O)[C@H]1N(CCC1)C(CNC(C)=O)=O)C1=CC=CC=2NC(OC21)=O)F |o1:9|